C1(CC1)CC1=CC(=NO1)C(=O)NC1C[C@H]2CC[C@@H](C1)N2S(=O)(=O)CC2CCNCC2 5-(Cyclopropylmethyl)-N-((1R,3r,5S)-8-((piperidin-4-ylmethyl)sulfonyl)-8-azabicyclo[3.2.1]octan-3-yl)isoxazole-3-carboxamide